N-Triphenylmethylacrylamid C1(=CC=CC=C1)C(NC(C=C)=O)(C1=CC=CC=C1)C1=CC=CC=C1